BrC1=CC=CC(=N1)C(CO)(CCO)C 2-(6-bromopyridin-2-yl)-2-methylbutane-1,4-diol